(2r,3r)-2-fluoro-3-(4-fluorophenyl)-3-hydroxy-2-methylpropanamide F[C@@](C(=O)N)([C@H](O)C1=CC=C(C=C1)F)C